2-(5-Fluoropyridin-2-yl)-3-(1H-pyrazolo[3,4-b]pyridin-4-yl)-4,5,6,7-tetrahydro-4,7-methanopyrazolo[1,5-a]pyridine FC=1C=CC(=NC1)C1=NN2C(C3CCC2C3)=C1C1=C3C(=NC=C1)NN=C3